P(O)(=O)(OP(=O)(O)OP(=O)(O)O)OC[C@@H]1[C@H](C[C@@H](O1)N1C=CC=2C(N)=NC=NC12)O 7-deaza-2'-deoxyadenosine 5'-triphosphate